butyl (R)-2-(3-(methylsulfonamidomethyl)bicyclo[1.1.1]pentan-1-yl)-3-oxohexahydroimidazo[1,5-a]pyrazine-7(1H)-carboxylate CS(=O)(=O)NCC12CC(C1)(C2)N2C(N1[C@@H](CN(CC1)C(=O)OCCCC)C2)=O